C(C1=CC=CC=C1)OC1=C2C(C(NC2=C(C=C1)Cl)=O)=O 4-(benzyloxy)-7-chloro-2,3-dihydro-1H-indole-2,3-dione